C(C)OC(=O)CCCSC1=CC=C(C(=O)C2=CC=C(C=C2)SCCCC(=O)OCC)C=C1 4,4'-bis(3-ethoxycarbonylpropylthio)benzophenone